BrC1=CC=2OCC(C2S1)=O 5-bromothieno[3,2-b]furan-3(2H)-one